N-[2-(5-Bromo-1H-indol-3-yl)ethyl]acetamide BrC=1C=C2C(=CNC2=CC1)CCNC(C)=O